C(#N)C1=CC(=C(OCC=2C=C(OC3CCN(CC3)C3=NC4=C(N3CC3=CN=CN3C(C)C)C=C(C=C4)C(=O)[O-])C=CC2)C=C1)F (4-(3-((4-cyano-2-fluorophenoxy)methyl)phenoxy)piperidin-1-yl)-1-((1-isopropyl-1H-imidazol-5-yl)methyl)-1H-benzo[d]imidazole-6-carboxylate